butyl 3,6-diazabicyclo[3.1.1]heptane-3,6-dicarboxylate C12CN(CC(N1C(=O)[O-])C2)C(=O)OCCCC